1-((2-(trimethyl-silyl)ethoxy)methyl)-1H-imidazole-4-carbonitrile C[Si](CCOCN1C=NC(=C1)C#N)(C)C